C(C)(C)C(C(NCCCCNC=O)=O)NC(CCOCCOCCNC(CCCC(=O)[O-])=O)=O 9-isopropyl-1,8,11,21-tetraoxo-14,17-dioxa-2,7,10,20-tetraazapentacosan-25-oate